n-docosyl hexyl ether C(CCCCC)OCCCCCCCCCCCCCCCCCCCCCC